C(C)ON=C1C2=CC=CC=C2C(C=2[NH+](CN(C21)C)C)=O (E) or (Z)-4-(ethoxyimino)-1,3-dimethyl-9-oxo-4,9-dihydro-1H-naphtho[2,3-d]imidazolium